CC1([C@H]2CN([C@@H]([C@@H]12)C(=O)O)C(=O)C1(CC1)C(F)(F)F)C (1R,2S,5S)-6,6-Dimethyl-3-[1-(trifluoromethyl)cyclopropanecarbonyl]-3-azabicyclo-[3.1.0]hexane-2-carboxylic acid